(hydroxymethyl)tetrahydro-2H-pyran-3,4-diol hydrochloride Cl.OCC1OCCC(C1O)O